COCCNC1CCC(CC1)NC1=NC=CC(=N1)C=1C=C2CCN(C(C2=CC1)=O)C 6-(2-(((1r,4r)-4-((2-methoxyethyl)amino)cyclohexyl)amino)pyrimidin-4-yl)-2-methyl-3,4-dihydroisoquinolin-1(2H)-one